N1N=CC2=CC(=CC=C12)NC1=NC(=NC=C1)C=1C=CC2=C(N(CCC(N2)=O)C(=O)NC(C)C)C1 8-(4-((1H-indazol-5-yl)amino)pyrimidin-2-yl)-N-isopropyl-4-oxo-2,3,4,5-tetrahydro-1H-benzo[b][1,4]diazepine-1-carboxamide